5-(4-((5-chloro-6-(2H-1,2,3-triazol-2-yl)pyridin-3-yl)carbamoyl)-5-(trifluoromethyl)-1H-pyrazol-1-yl)quinoline-2-carboxamide ClC=1C=C(C=NC1N1N=CC=N1)NC(=O)C=1C=NN(C1C(F)(F)F)C1=C2C=CC(=NC2=CC=C1)C(=O)N